C(CCCCCCCCCCCCCCCCC)NC(CCC(=O)O)=O.[Na] sodium succinic acid mono-octadecyl amide